butylene glycol dipelargonate C(CCCCCCCC)(=O)OCCCCOC(CCCCCCCC)=O